2-(5-propionylpyridin-3-yl)isoindoline-1,3-dione C(CC)(=O)C=1C=C(C=NC1)N1C(C2=CC=CC=C2C1=O)=O